FC(C=1C=CC(=NC1)NC1CCN(CC1)S(=O)(=O)C1=CC=C(C=C1)C1=CC=C2C(NC(NC2=C1)=O)=O)(F)F 7-(4-((4-((5-(Trifluoromethyl)pyridin-2-yl)amino)piperidin-1-yl)sulfonyl)phenyl)quinazoline-2,4(1H,3H)-dione